C(C)(=O)N1CC(CC1)(C)NC(OCC1=CC=CC=C1)=O Benzyl (1-acetyl-3-methylpyrrolidin-3-yl)carbamate